FC=1C=C(CNC(=O)N2CC3(CCCC3)[C@@](CC2)(CN2C=NC(=CC2=O)C2=CC=CC=C2)O)C=CC1F (S)-N-(3,4-Difluorobenzyl)-10-hydroxy-10-((6-oxo-4-phenylpyrimidin-1(6H)-yl)methyl)-7-azaspiro[4.5]decane-7-carboxamide